3-(8-(1,3-dioxolan-2-yl)octyl)-N,N-dimethyldocosa-13,16-dien-1-amine O1C(OCC1)CCCCCCCCC(CCN(C)C)CCCCCCCCCC=CCC=CCCCCC